C(C)(C)(C)OC(=O)N1N=C(C=2N=C(N=CC21)Cl)I.CC2=CC=C(C=C2)S(=O)(=O)OC(C)C isopropyl (4-methylphenyl)sulfonate tert-Butyl-5-chloro-3-iodo-1H-pyrazolo[4,3-d]pyrimidine-1-carboxylate